C(C)(C)(C)OC(=O)N(CCC1=NC(=CC=C1[N+](=O)[O-])OC)CC1=C(C=CC(=C1)F)NC1=C(C(=O)OC)C=C(C=C1)C(F)(F)F methyl 2-((2-(((tert-butoxycarbonyl) (2-(6-methoxy-3-nitropyridin-2-yl) ethyl)-amino) methyl)-4-fluorophenyl) amino)-5-(trifluoromethyl)-benzoate